C(C)OC(=O)C=1C=NN(C1)C1(CCC1)C(NC1=C(C=C(C=C1)C(F)(F)F)Cl)=O.C[NH+](CCCCCCCCCCCCCCCCCC)C dimethyl-(octadecyl)ammonium ethyl-1-(1-((2-chloro-4-(trifluoromethyl)phenyl)carbamoyl)cyclobutyl)-1H-pyrazole-4-carboxylate